(8-((4-(dimethylamino)-3-(trifluoromethyl)-1H-pyrrolo[2,3-b]pyridin-6-yl)amino)-2,3-dihydrobenzo[b][1,4]dioxin-5-yl)(4-morpholinopiperidin-1-yl)methanone CN(C1=C2C(=NC(=C1)NC1=CC=C(C3=C1OCCO3)C(=O)N3CCC(CC3)N3CCOCC3)NC=C2C(F)(F)F)C